Cl.Cl.ClC=1C=C2C=CN(C2=C(C1)C1=NC=NN2C1=CC(=C2)CN2C(C1C(C1C2=O)(C)C)=O)C[C@@H]2CNCCO2 3-((4-(5-chloro-1-(((S)-morpholin-2-yl)methyl)-1H-indol-7-yl)pyrrolo[2,1-f][1,2,4]triazin-6-yl)methyl)-6,6-dimethyl-3-azabicyclo[3.1.0]hexane-2,4-dione dihydrochloride